NC1=C2C(=NC=N1)N(N=C2C2=CC=C(CC=1C(=C(C(=O)N)C=C(C1)F)OC)C=C2)C2CN(CC2)C2=NC=C(C=C2)C=O (4-(4-amino-1-(1-(5-formylpyridin-2-yl)pyrrolidin-3-yl)-1H-pyrazolo[3,4-d]pyrimidin-3-yl)benzyl)-5-fluoro-2-methoxybenzamide